Cl.NC1CCC(CC1)CN1C(\C(\C2=CC(=C(C=C12)C(=O)N(C)C)F)=C/C=1NC(=CC1C)C)=O (Z)-1-(((1r,4r)-4-aminocyclohexyl)methyl)-3-((3,5-dimethyl-1H-pyrrol-2-yl)methylene)-5-fluoro-N,N-dimethyl-2-oxoindoline-6-carboxamide hydrochloride